ClC1=CC=C(\C=C/2\C(NC3=C(S2)C=CC(=C3)S(=O)(=O)CC3=C(C=CC=C3OC)OC)=O)C=C1 (Z)-2-(4-chlorobenzylidene)-6-((2,6-dimethoxybenzyl)sulfonyl)-2H-benzo[b][1,4]thiazin-3(4H)-one